CN1CC(OB(OC(C1)=O)[C@@H]1[C@H](C1)C(F)(F)F)=O 6-methyl-2-[(1s,2s)-2-(trifluoromethyl)cyclopropyl]-1,3,6,2-dioxazaborocane-4,8-dione